NC=1C=C(C=C2C=C(N=CC12)NC(=O)[C@H]1[C@H](C1)F)C=1C(=NNC1)C(C)C |r| (±)-cis-N-[8-amino-6-(3-isopropyl-1H-pyrazol-4-yl)-3-isoquinolyl]-2-fluoro-cyclopropanecarboxamide